4-((S)-1-((S)-1-((2-chloro-1-(3,5-difluorobenzyl)-1H-imidazol-4-yl)amino)-1-oxopropan-2-yl)-4,4-difluoropiperidin-3-yl)pyridine 1-oxide ClC=1N(C=C(N1)NC([C@H](C)N1C[C@@H](C(CC1)(F)F)C1=CC=[N+](C=C1)[O-])=O)CC1=CC(=CC(=C1)F)F